Cl.ClC1=CC=C(C=C1)C=1C=NN(C1C1=C(C=CC=C1)C(F)(F)F)C1=CC=C(C(=O)NCCCN(C)C)C=C1 4-[4-(4-chlorophenyl)-5-[2-(trifluoromethyl)phenyl]pyrazol-1-yl]-N-[3-(dimethylamino)propyl]-benzamide hydrochloride